O(C#N)C1=CC(=CC(=C1)C)C 1-cyanato-3,5-dimethylbenzene